BrC1=NN(C(=N1)OC1=C(C=CC(=C1)C(F)(F)F)F)C(C)C 3-bromo-5-[2-fluoro-5-(trifluoromethyl)phenoxy]-1-(prop-2-yl)-1H-1,2,4-triazole